C1(=CC=C(C=C1)C=1C=CC2=C(C1)C=1N=CN=C(C1O2)C2=CC(=CC=C2)C2=CC=CC1=C2SC2=C1C=CC=C2)C2=CC=CC=C2 8-(1,1'-biphenyl-4-yl)-4-[3-(dibenzothiophene-4-yl)phenyl]-[1]Benzofuro[3,2-d]Pyrimidine